4-({[4-Methoxy-1-(2-methylfuran-3-carbonyl)-3-[2-(trifluoromethyl)oxetan-3-yl]-1H-pyrazol-5-yl]amino}methyl)benzol COC=1C(=NN(C1NCC1=CC=CC=C1)C(=O)C1=C(OC=C1)C)C1C(OC1)C(F)(F)F